FC(F)(F)C=1C(=C(C=CC1N)C1=CC=C(C=C1)N)C(F)(F)F bis(trifluoromethyl)-1,1'-biphenyl-4,4'-diamine